(3S,5R)-5-({4-[2-hydroxy-4-(trifluoromethyl)phenyl]phthalazin-1-yl}amino)piperidin-3-ol formate C(=O)O[C@@H]1CNC[C@@H](C1)NC1=NN=C(C2=CC=CC=C12)C1=C(C=C(C=C1)C(F)(F)F)O